3-(2-(1-((20-(tert-butoxy)-20-oxoicosanoyl)oxy)ethoxy)-2,2-diphenylacetoxy)spiro[bicyclo[3.2.1]octane-8,1'-pyrrolidin]-1'-ium formate C(=O)[O-].C(C)(C)(C)OC(CCCCCCCCCCCCCCCCCCC(=O)OC(C)OC(C(=O)OC1CC2CCC(C1)[N+]21CCCC1)(C1=CC=CC=C1)C1=CC=CC=C1)=O